C1(CC1)C1=C(C=C(C(=C1)I)C)N(C(C#CC)=O)C1=NC=C(C=C1C)OC1COCC1 N-(2-cyclopropyl-4-iodo-5-methylphenyl)-N-[3-methyl-5-(oxolan-3-yloxy)pyridin-2-yl]but-2-ynamide